C12(CCCCC1)C1=CC=CC=C1NC=1C=CC=CC12 10H-spiro[acridine-9,1'-cyclohexane]